OP(O)OP(O)O.C1(O)=CC(O)=CC=C1 resorcin diphosphite